C(C=C)(=O)N1CCN(CC1)C1CN(C1)C1=CC(=NC(=C1C#N)C(F)(F)F)N1C[C@H](C2(CCCO2)CC1)CO 4-(3-(4-Acryloylpiperazin-1-yl)azetidin-1-yl)-6-((6S)-6-(hydroxymethyl)-1-oxa-8-azaspiro[4.5]decan-8-yl)-2-(trifluoromethyl)nicotinonitrile